(-)-propyl (2S)-2-[(2-methyl-2-butanyl)oxy]propanoate CC(C)(CC)O[C@H](C(=O)OCCC)C